(S)-8-(7-chloro-1H-indole-2-carbonyl)-N-((R)-4-fluoro-3-oxo-1-((R)-2-oxopyrrolidin-3-yl)butan-2-yl)-5-oxa-8-azaspiro[3.5]nonane-9-carboxamide ClC=1C=CC=C2C=C(NC12)C(=O)N1CCOC2(CCC2)[C@H]1C(=O)N[C@H](C[C@@H]1C(NCC1)=O)C(CF)=O